N-(3-(5-(2-acetamidopyridin-4-yl)-2-(methylthio)-1H-imidazol-4-yl)phenyl)picolinamide C(C)(=O)NC1=NC=CC(=C1)C1=C(N=C(N1)SC)C=1C=C(C=CC1)NC(C1=NC=CC=C1)=O